ClC1=CC=C(C=C1)C[C@H]([C@@H](C(C)(C)C)O)N1N=CN=C1 |r| (2RS,3RS)-1-(4-chlorophenyl)-4,4-dimethyl-2-(1,2,4-triazol-1-yl)pentan-3-ol